3-(2-(3-(((S)-2-((S)-4-ethoxy-2-(3-(3-fluorophenyl)propanamido)-4-oxobutanoylamino)-4-phenylbutanoylamino)methyl)-4-methylphenoxy)ethyl)piperidine-1-carboxylic acid tert-butyl ester C(C)(C)(C)OC(=O)N1CC(CCC1)CCOC1=CC(=C(C=C1)C)CNC([C@H](CCC1=CC=CC=C1)NC([C@H](CC(=O)OCC)NC(CCC1=CC(=CC=C1)F)=O)=O)=O